ClC1=C(C=CC=C1)N1N=C(N(C1)C(F)F)C 1-(2-chlorophenyl)-3-methyl-4-difluoromethyl-1,2,4-triazole